5-sulfonyl-isatin S(=O)(=O)=C1CC=2C(C(NC2C=C1)=O)=O